(R)-tert-butyl (5-(3-formylcyclobutyl)-5-azaspiro[2.4]heptan-7-yl)carbamate C(=O)C1CC(C1)N1CC2(CC2)[C@H](C1)NC(OC(C)(C)C)=O